ClC=1C=C(C=CC1F)C(=O)C=1NC=C(N1)S(=O)(=O)C (3-chloro-4-fluorophenyl)(4-(methyl-sulfonyl)-1H-imidazol-2-yl)methanone